2-methyl-4-(4-tert-butylphenyl)indene CC=1CC2=CC=CC(=C2C1)C1=CC=C(C=C1)C(C)(C)C